BrC=1C=C(C=CC1F)N1C(=NOC1=O)C=1C(=NON1)NCCC#N 3-((4-(4-(3-bromo-4-fluorophenyl)-5-oxo-4,5-dihydro-1,2,4-oxadiazol-3-yl)-1,2,5-oxadiazol-3-yl)amino)propanenitrile